FC(C(=O)NCCNC(OC(C)(C)C)=O)(F)F tert-butyl (2-(2,2,2-trifluoroacetamido)ethyl)carbamate